FC=1C(=C(C=CC1F)[C@@H]1[C@H](O[C@@]([C@@H]1C)(C(F)(F)F)C)C(=O)NC=1C=NC(=CC1)[C@H]1OC(OC1)(C)C)C |o1:8,9,11,12| Rel-(2s,3R,4R,5s)-3-(3,4-difluoro-2-methylphenyl)-N-(6-((R)-2,2-dimethyl-1,3-dioxolan-4-yl)pyridin-3-yl)-4,5-dimethyl-5-(trifluoromethyl)tetrahydrofuran-2-carboxamide